(benzylidene)-(tricyclohexylphosphine) C(C1=CC=CC=C1)=C1C(CCCC1)P(C1CCCCC1)C1CCCCC1